(S)-N-(5-cyclopropyl-2-((3,3-difluoropyrrolidin-1-yl)methyl)phenyl)-3-(3-fluoro-4-methylphenyl)-3-(1,2,4-thiadiazol-5-yl)pyrrolidine-1-carboxamide C1(CC1)C=1C=CC(=C(C1)NC(=O)N1C[C@@](CC1)(C1=NC=NS1)C1=CC(=C(C=C1)C)F)CN1CC(CC1)(F)F